dicyanomethylenepyran C1=CC(=C(C#N)C#N)OC=C1